C1(=CCCCC1)[C@@H]1C(OC(O1)=O)(C)C (R)-5-(1-cyclohexenyl)-4,4-dimethyl-1,3-dioxolan-2-one